CC=1SC=C(N1)CCN 2-(2-methyl-1,3-thiazol-4-yl)ethan-1-amine